carbonyl-bis-(1,2,4-triazole) C(=O)(C1=NNC=N1)C1=NNC=N1